COC=1C=CC2=C(CCNCC2)N1 methoxy-6,7,8,9-tetrahydro-5H-pyrido[2,3-d]azepin